ClC1=CC=C(C=C1)C(C(C(=O)OCC)F)O ethyl 3-(4-chlorophenyl)-2-fluoro-3-hydroxypropanoate